pyrrolo[2,3-b]pyridine-6-carboxamide N=1C=CC=2C1NC(=CC2)C(=O)N